BrC(C1=NN=C2N1N=C(C(=C2)C)Cl)(F)F 3-[bromo(difluoro)methyl]-6-chloro-7-methyl-[1,2,4]triazolo[4,3-b]pyridazine